2-(3-aminophenyl)acetamide 2-(dimethylamino)ethyl(1-hydroxycyclopentyl)(phenyl)acetate CN(CCC(C(=O)O)(C1=CC=CC=C1)C1(CCCC1)O)C.NC=1C=C(C=CC1)CC(=O)N